FC(C1CC2(CN(C2)C(=O)N2C[C@@H]3[C@@H](OCC(N3)=O)CC2)C1)(C1=NC=C(C=N1)C(F)(F)F)F (4aR,8aS)-6-[6-[difluoro-[5-(trifluoromethyl)pyrimidin-2-yl]methyl]-2-azaspiro[3.3]heptane-2-carbonyl]-4,4a,5,7,8,8a-hexahydropyrido[4,3-b][1,4]oxazin-3-one